C1(=CC=CC=2C3=CC=CC=C3CC12)COC(=O)C(C(=O)O)(CCCCN)C(=O)OCC1C2=CC=CC=C2C2=CC=CC=C12 Fluorenylmethyloxycarbonyl-(Fmoc)-6-aminohexanoic acid